CN(CCOC=1C(=NC=CC1)C#N)C 3-[2-(dimethylamino)ethoxy]pyridine-2-carbonitrile